(R)-2-isopropyl-5-oxopyrrolidine-1-carboxylic acid tert-butyl ester C(C)(C)(C)OC(=O)N1[C@H](CCC1=O)C(C)C